8-fluoroquinoline FC=1C=CC=C2C=CC=NC12